FC1(CCN(CC1)C(=O)OC(C)(C)C)C1=NC=C(C=C1C=1C=NN(C1)C)F tert-butyl 4-fluoro-4-[5-fluoro-3-(1-methylpyrazol-4-yl)-2-pyridyl]-piperidine-1-carboxylate